N-((S)-4-(7-((R)-8-ethynyl-7-fluoro-1,2,3,4-tetrahydronaphthalen-1-yl)-8-fluoro-2-((1-(morpholinomethyl)cyclopropyl)methoxy)pyrido[4,3-d]pyrimidin-4-yl)-1,4-oxazepan-6-yl)acrylamide C(#C)C=1C(=CC=C2CCC[C@H](C12)C1=C(C=2N=C(N=C(C2C=N1)N1CCOC[C@H](C1)NC(C=C)=O)OCC1(CC1)CN1CCOCC1)F)F